N-[(4-{[(2,4-dimethoxyphenyl)methyl]amino}-1H,3H-furo[3,4-c]quinolin-7-yl)methyl]-N-{5H,6H,7H-pyrazolo[3,2-b][1,3]oxazin-3-yl}-6-(trifluoromethyl)pyridine-3-carboxamide COC1=C(C=CC(=C1)OC)CNC1=NC=2C=C(C=CC2C2=C1COC2)CN(C(=O)C=2C=NC(=CC2)C(F)(F)F)C=2C=NN1C2OCCC1